3-Bromo-5-(difluoromethyl)-6-fluoro-2-methoxypyridine BrC=1C(=NC(=C(C1)C(F)F)F)OC